tert-Butyl 4-(4-[3-cyano-4-[(1S)-2,2,2-trifluoro-1-(pyridin-2-yl)ethoxy]pyrazolo[1,5-a]pyridin-6-yl]-5-methyl-1,2,3-triazol-1-yl)piperidine-1-carboxylate C(#N)C=1C=NN2C1C(=CC(=C2)C=2N=NN(C2C)C2CCN(CC2)C(=O)OC(C)(C)C)O[C@H](C(F)(F)F)C2=NC=CC=C2